cis-3-methylcyclohexyl alcohol C[C@H]1C[C@H](CCC1)O